tert-butyl N-{1-[2-(4-{3-[(3-fluoro-2-methoxyphenyl)amino]-4-oxo-1H,5H,6H,7H-pyrrolo[3,2-c]pyridin-2-yl}pyridin-3-yl) ethynyl]cyclopropyl}carbamate FC=1C(=C(C=CC1)NC1=C(NC2=C1C(NCC2)=O)C2=C(C=NC=C2)C#CC2(CC2)NC(OC(C)(C)C)=O)OC